Cl.C12CC(CC(C1)C2)OC2=C(C=C(C=C2F)NC(=O)C=2N=C(OC2CN(C)CC)N2CC(C2)(C)OC)F N-(4-(bicyclo[3.1.1]heptan-3-yloxy)-3,5-difluorophenyl)-5-((ethyl(methyl)amino)methyl)-2-(3-methoxy-3-methylazetidin-1-yl)oxazole-4-carboxamide hydrochloride